[Si](C1=CC=CC=C1)(C1=CC=CC=C1)(C(C)(C)C)OC/C=C(/CC/C=C(/CC/C=C(/CO)\C)\C)\C (2E,6E,10E)-12-[(tert-butyldiphenylsilyl)oxy]-2,6,10-trimethyldodeca-2,6,10-trien-1-ol